CN([SiH3])C 1-dimethylaminosilane